C1(=CC=CC=C1)C(=O)OCCCCCCCCCCCC.[Na] sodium dodecyl benzenecarboxylate